BrC=1C(=C(C=NC1)NC(CNC(OC(C)(C)C)=O)=O)O tert-butyl (2-((5-bromo-4-hydroxypyridin-3-yl)amino)-2-oxoethyl)carbamate